OC1CC(C1)OCCOCCOCCOCCOCCN(C(OC(C)(C)C)=O)C tert-butyl N-[2-[2-[2-[2-[2-(3-hydroxycyclobutoxy)ethoxy] ethoxy]ethoxy]ethoxy]ethyl]-N-methyl-carbamate